C(C)(=O)OC[C@H]1O[C@H]([C@H]([C@@H]([C@@H]1CC(=O)O)CC(=O)O)CC(=O)O)OC1=CC(=CC=C1)N1C(=NC2=CC=CC(=C2C1=O)F)C (2S,3S,4R,5S,6S)-2-(acetoxymethyl)-6-(3-(5-fluoro-2-methyl-4-oxoquinazolin-3(4H)-yl)phenoxy)tetrahydro-2H-pyran-3,4,5-triacetic acid